ClC=1C=C(CCN2CC(C(CC2)O)COC2=CC=C(C=C2)S(=O)(=O)C)C=CC1 1-(3-chlorophenethyl)-3-((4-(methylsulfonyl)phenoxy)methyl)piperidin-4-ol